N1(CCCCC1)CCCNC1=C2C(=NC=C1)C=CS2 7-((3-(piperidin-1-yl)propyl)amino)thieno[3,2-b]pyridin